OC1(CCC(CC1)CNC1=C(C=CC=C1[N+](=O)[O-])O)C 2-((((1r,4r)-4-hydroxy-4-methylcyclohexyl)methyl)amino)-3-nitrophenol